N-(4-amino-1H-pyrazolo[4,3-c]pyridin-7-yl)-N'-(m-tolylmethyl)-N'-(2-pyridylmethyl)oxamide NC1=NC=C(C2=C1C=NN2)NC(=O)C(=O)N(CC2=NC=CC=C2)CC=2C=C(C=CC2)C